1-(6-(3-methyl-3H-[1,2,3]triazolo[4,5-b]pyridin-6-yl)thieno[2,3-b]pyridin-2-yl)-3-(trifluoromethyl)cyclobutanol CN1N=NC=2C1=NC=C(C2)C2=CC=C1C(=N2)SC(=C1)C1(CC(C1)C(F)(F)F)O